2-{6-[(3R,5S)-3,5-dimethylpiperazin-1-yl]pyridazin-3-yl}-5-[(6-methylpyridin-3-yl)amino]pyridin-3-ol C[C@@H]1CN(C[C@@H](N1)C)C1=CC=C(N=N1)C1=NC=C(C=C1O)NC=1C=NC(=CC1)C